NCCN1C=NC=2C(N(C=3N=C(C=CC3C21)C(F)(F)F)C2=C(C=CC=C2)Cl)=O 1-(2-aminoethyl)-5-(2-chlorophenyl)-7-(trifluoromethyl)-1,5-dihydro-4H-imidazo[4,5-c][1,8]naphthyridin-4-one